CC1(O[C@H]2[C@H](CN(C[C@H]2OS(=O)(=O)C)C(CCC(=O)OCC2=CC=CC=C2)=O)O1)C benzyl 4-[(3aS,7R,7aS)-2,2-dimethyl-7-methylsulfonyloxy-4,6,7,7a-tetrahydro-3aH-[1,3]dioxolo[4,5-c]pyridin-5-yl]-4-oxo-butanoate